1-(6-methylpyridazin-3-yl)ethanone butyl-3-[(3aR,4R,6S,6aS)-6-hydroxy-2,2-dimethyl-tetrahydro-3aH-cyclopenta[d][1,3]dioxol-4-yl]piperidine-1-carboxylate C(CCC)OC(=O)N1CC(CCC1)[C@H]1C[C@@H]([C@@H]2OC(O[C@@H]21)(C)C)O.CC2=CC=C(N=N2)C(C)=O